CC(C(=O)C1=CC(=C(C(=C1)OC)OC)OC)=CC1=CNC2=CC=CC(=C12)C 2-methyl-3-(4-methyl-1H-indol-3-yl)-1-(3,4,5-trimethoxyphenyl)propan-2-en-1-one